(2-methoxyphenyl)(phenyl)methanol COC1=C(C=CC=C1)C(O)C1=CC=CC=C1